S(=O)(=O)(O)C(CCCCCCCCC(=O)O)CS(=O)(=O)O 10,11-Disulfoundecanoic acid